FS(=O)(=O)C1=C(C(=O)OC)C=CC=C1 Methyl 2-(fluorosulfonyl)benzoate